C(C)(C)(C)C1=NN=C(S1)OC1=CC=C(C=C1)C1CCN(CC1)C(=O)C=1C=CC(=C(C1)NS(=O)(=O)CC1=CC=CC=C1)OC N-(5-(4-(4-((5-(tert-butyl)-1,3,4-thiadiazol-2-yl)oxy)phenyl)piperidine-1-carbonyl)-2-methoxy-phenyl)-1-phenylmethanesulfonamide